3-((5-(3-(1-(ethylsulfonyl)indolin-6-yl)-3H-imidazo[4,5-b]pyridin-5-yl)pyridin-2-yl)oxy)-N,N-dimethylpropan-1-amine C(C)S(=O)(=O)N1CCC2=CC=C(C=C12)N1C=NC=2C1=NC(=CC2)C=2C=CC(=NC2)OCCCN(C)C